sulfur manganese dioxide [O-2].[O-2].[Mn+2].[S+2]